N-(2-amino-2-(2-isopropylphenyl)ethyl)-4-methylbenzenesulfonamide NC(CNS(=O)(=O)C1=CC=C(C=C1)C)C1=C(C=CC=C1)C(C)C